4-((3,5-difluoropyridin-2-yl)oxy)benzonitrile FC=1C(=NC=C(C1)F)OC1=CC=C(C#N)C=C1